N[C@H](C(=O)OC)CCN(C)C methyl (S)-2-amino-4-(dimethylamino)butanoate